N[C@@H](CC(=O)O)C(=O)O.NCCC1=CNC=N1 histamine-aspartic acid